CC1=C(C(=O)P(C2=CC=CC=C2)(C(C2=C(C=C(C=C2C)C)C)=O)=O)C(=CC(=C1)C)C bis(2,4,6-trimethylbenzoyl)phenylphosphorus oxide